1-fluoro-N-(5-(5-methoxybenzo[d]oxazol-2-yl)-8-(methylamino)-2,7-naphthyridin-3-yl)cyclopropane-1-carboxamide FC1(CC1)C(=O)NC=1N=CC2=C(N=CC(=C2C1)C=1OC2=C(N1)C=C(C=C2)OC)NC